N1CC(C1)C(=O)N1C2CN(CC1C2)C2=CC=C(C=N2)C=2C=C(C=1N(C2)N=CC1C#N)OC 6-(6-(6-(azetidine-3-carbonyl)-3,6-diazabicyclo[3.1.1]heptan-3-yl)pyridin-3-yl)-4-methoxypyrazolo[1,5-a]pyridine-3-carbonitrile